N1C=NC2=C1C=NNC2=O 1,5-dihydro-4H-imidazo[4,5-d]pyridazin-4-one